ClC=1C(=CC(=C(C1)C=1C(=C2N(N1)CCC2)C2=CC=C1C=NNC1=C2)F)F 6-(2-(5-Chloro-2,4-difluorophenyl)-5,6-dihydro-4H-pyrrolo[1,2-b]pyrazol-3-yl)-1H-indazole